C(C)(C)(C)OC(=O)N1C2C=C(CC1CC2)C2=NC(=C(C=C2)[N+](=O)[O-])N 3-(6-amino-5-nitropyridin-2-yl)-8-azabicyclo[3.2.1]oct-2-ene-8-carboxylic acid tert-butyl ester